NC1=C2CCN(CC2=CC=C1)C(=O)OC(C)(C)C tert-butyl 5-amino-3,4-dihydroisoquinoline-2(1H)-carboxylate